C1(CCC1)OC1=CC=C2C(NN=C(C2=C1)CC=1C=CC(=C(C(=O)N2CC(C2)N(C(OC(C)(C)C)=O)C)C1)F)=O tert-butyl (1-(5-((7-cyclobutoxy-4-oxo-3,4-dihydrophthalazin-1-yl)methyl)-2-fluorobenzoyl)azetidin-3-yl)(methyl)carbamate